C(C=C)(=O)N1[C@@H](CN(CC1)C1=C(C(=NC2=C(C(=C(C=C12)Cl)C1=CC=C(C2=C1N=C(S2)N)F)F)C2=CC(=CC=C2)CN(C)C)C#N)C 4-((R)-4-propenoyl-3-methylpiperazin-1-yl)-7-(2-amino-7-fluorobenzo[d]thiazol-4-yl)-6-chloro-2-(3-((dimethylamino)methyl)phenyl)-8-fluoroquinoline-3-carbonitrile